C(C)OC1=CC2=C(N(C(C3=C(N2)C=CC=C3)=O)C3=C(C=CC=C3)C)C=C1 7-ethoxy-10-tolyl-5,10-dihydro-11H-dibenzo[b,e][1,4]diazepin-11-one